(1R,2S,4R)-4-((tert-butyldiphenylsilyl)oxy)-2-methylcyclopentan-1-amine [Si](C1=CC=CC=C1)(C1=CC=CC=C1)(C(C)(C)C)O[C@@H]1C[C@@H]([C@@H](C1)N)C